[Al+3].[F-].[Na+].[F-].[F-].[F-] sodium fluoride aluminium